ClC1=C(C(=O)OC[C@@H]2[C@H]([C@@H](C(O)O2)O)O)C(=C(C=C1)Cl)OC 5-O-(2,5-dichloro-6-methoxybenzoyl)-D-arabinofuranose